[Co].C(C1=CC=CC=C1)SCC benzyl-thioethane cobalt